2-((1S,6S)-6-amino-2,2-difluorocyclohexyl)-3-bromo-5-chloro-N-(thiophen-2-ylmethyl)thieno[3,2-b]pyridin-7-amine trifluoroacetate FC(C(=O)O)(F)F.N[C@H]1CCCC([C@H]1C1=C(C2=NC(=CC(=C2S1)NCC=1SC=CC1)Cl)Br)(F)F